2-((4-((2-(dimethylamino)ethyl)(methyl)amino)-3-methylphenyl)amino)-5-ethynyl-8-phenylpyrido[2,3-d]pyrimidin-7(8H)-one CN(CCN(C1=C(C=C(C=C1)NC=1N=CC2=C(N1)N(C(C=C2C#C)=O)C2=CC=CC=C2)C)C)C